(3S,4S)-8-(5-((7-chloro-1H-indazol-6-yl)thio)pyrazin-2-yl)-3-methyl-2-oxa-8-Azaspiro[4.5]Decane-4-amine hydrochloride Cl.ClC=1C(=CC=C2C=NNC12)SC=1N=CC(=NC1)N1CCC2([C@@H]([C@@H](OC2)C)N)CC1